CN(C)CCCCCCCCCCCC N,N-dimethyldodecyl-amine